O[C@H](CN1CC2=C(CC1)N(C(=N2)C(=O)N)C)C 5-((S)-2-hydroxypropyl)-1-methyl-4,5,6,7-tetrahydro-1H-imidazo[4,5-c]pyridine-2-carboxamide